N-[3-[6-(ethylcarbamoylamino)-3-pyridyl]-8-methyl-imidazo[1,2-a]pyridin-6-yl]-4-fluoro-3-methoxy-N-methyl-benzamide C(C)NC(=O)NC1=CC=C(C=N1)C1=CN=C2N1C=C(C=C2C)N(C(C2=CC(=C(C=C2)F)OC)=O)C